C[C@@]1(C2(CC(C1)C2)C(=O)C2=CC1=CC=CC=C1C=C2)C2=NC=CC=C2 ((1S,2R,4R)-2-methyl-2-(pyridin-2-yl)bicyclo[2.1.1]hexan-1-yl)(naphthalen-2-yl)methanone